NC=1C(=C(C=C2C=C(N=CC12)NC1=NN2CC(NCCC2=C1)=O)N1C=NC(C(=C1C)C)=O)F 2-((8-amino-6-(5,6-dimethyl-4-oxopyrimidin-1(4H)-yl)-7-fluoroisoquinolin-3-yl)amino)-5,6-dihydro-4H-pyrazolo[1,5-d][1,4]diazepin-7(8H)-one